S1C(=NC2=C1C=CC=C2)NC2=C(C=C(N=N2)N(C=2SC=C(N2)C(=O)OCC)CCCOC)C ethyl 2-({6-[(1,3-benzothiazol-2-yl) amino]-5-methylpyridazin-3-yl} (3-methoxypropyl) amino)-1,3-thiazole-4-carboxylate